[Zr+4].[Al+3].[Cr](=O)([O-])[O-] chromite aluminum zirconium